C(C)NC(COC1=CC(=CC=C1)C=O)=O N-ETHYL-2-(3-FORMYLPHENOXY)ACETAMIDE